ethyl 5-(pyridin-2-yl)isoxazole-3-carboxylate N1=C(C=CC=C1)C1=CC(=NO1)C(=O)OCC